2-hydroxy-3-(stearoyloxy)propyl docosanoate C(CCCCCCCCCCCCCCCCCCCCC)(=O)OCC(COC(CCCCCCCCCCCCCCCCC)=O)O